3-methoxy-9-hydroxy-8-(piperidin-1-ylmethyl)benzo[5,6]oxazepin COC1=NOC2=C(C=C1)C=CC(=C2O)CN2CCCCC2